C(C)(=O)NC1=C(C(NC(N1)=S)=O)CC 6-acetamido-5-ethyl-2-thiouracil